4-[[(3R,4R)-1-(2-cyanoacetyl)-4-methyl-3-piperidinyl]-methyl-amino]pyrrolo[2,3-d]pyrimidine-7-carboxylic acid (1-tert-butoxycarbonyl-4-piperidinyl) ester C(C)(C)(C)OC(=O)N1CCC(CC1)OC(=O)N1C=CC2=C1N=CN=C2N(C)[C@H]2CN(CC[C@H]2C)C(CC#N)=O